2-(1-benzylimidazol-2-yl)-3,4-dihydro-1H-isoquinolin-7-ol C(C1=CC=CC=C1)N1C(=NC=C1)N1CC2=CC(=CC=C2CC1)O